C1(CCCC1)N1CCC2=C(CC1)C=CC(=C2)C=2C=C1C(=NC2)NN=C1C1=CC=C(C=C1)C(C)(C)O 2-{4-[5-(3-Cyclopentyl-2,3,4,5-tetrahydro-1H-3-benzazepin-7-yl)-1H-pyrazolo[3,4-b]pyridin-3-yl]phenyl}propan-2-ol